C(C=C)(=O)OC1=CC=C(C=C1)C1=CC=C(C=C1)C#N (4'-cyano-1,1'-biphenyl-4-yl) acrylate